CC1=C2C(=C(NC2=CC(=C1)C)C1=CC(=CC=C1)C)C=O 4,6-DIMETHYL-2-(3-METHYLPHENYL)-1H-INDOLE-3-CARBOXALDEHYDE